FC1=C(CNC(=O)C=2C(C(=C3N([C@H]4CCC[C@H](N(C3=O)C4)C)C2)O)=O)C=CC(=C1)F (3R,7S)-N-(2,4-difluorobenzyl)-12-hydroxy-3-methyl-1,11-dioxo-1,4,5,6,7,11-hexahydro-3H-2,7-methanopyrido[1,2-a][1,4]diazonine-10-carboxamide